tert-butyl (3-((5S)-12-(3,5-dimethoxyphenyl)-8-ethyl-5-isobutyl-3,6,9,10-tetraoxo-2,4,7,11-tetraazadodecyl)benzyl)carbamate COC=1C=C(C=C(C1)OC)CNC(C(C(NC([C@@H](NC(NCC=1C=C(CNC(OC(C)(C)C)=O)C=CC1)=O)CC(C)C)=O)CC)=O)=O